FC1=CC=C(OCC2N(C3CC(C2C)C3)C(=O)C=3N=C(SC3C3=CC=NN3C)C)C=C1 3-[(4-fluorophenoxy)methyl]-4-methyl-2-[2-methyl-5-(1-methyl-1H-pyrazol-5-yl)-1,3-thiazole-4-carbonyl]-2-azabicyclo[3.1.1]heptane